The molecule is a tetrahydronicotinamide adenine dinucleotide obtained by formal stereo- and regioselective hydration across the 2,3-double bond in the nicotinyl ring of NADPH, with the hydroxy group located at position 2, having (S)-configuration. It is a tetrahydronicotinamide adenine dinucleotide and a hemiaminal. It derives from a NADPH. It is a conjugate acid of a (S)-NADPHX(4-). C1CC(=CN([C@H]1O)[C@H]2[C@@H]([C@@H]([C@H](O2)COP(=O)(O)OP(=O)(O)OC[C@@H]3[C@H]([C@H]([C@@H](O3)N4C=NC5=C(N=CN=C54)N)OP(=O)(O)O)O)O)O)C(=O)N